6-methylisoquinoline CC=1C=C2C=CN=CC2=CC1